2-fluoro-6-{[3-(methoxycarbonyl)benzyl]amino}-9-(tetrahydrofuran-2-yl)-9H-purine FC1=NC(=C2N=CN(C2=N1)C1OCCC1)NCC1=CC(=CC=C1)C(=O)OC